4-(((2,4-dimethoxybenzyl)(methyl)amino)methyl)benzaldehyde COC1=C(CN(C)CC2=CC=C(C=O)C=C2)C=CC(=C1)OC